N1C=CC=2C1=CN=C(C2)C=O 1H-PYRROLO[2,3-C]PYRIDINE-5-CARBALDEHYDE